[K+].[K+].S(=O)(=O)([O-])C(CC)C=1NC2=CC(=CC=C2C1)C(=O)[O-] 1-sulfopropyl-6-indolecarboxylic acid dipotassium salt